chloro-L-tryptophan ClN[C@@H](CC1=CNC2=CC=CC=C12)C(=O)O